4-t-butyl-benzene [7-chloro-4-(dimethylamino)-8-fluoropyrido[4,3-d]pyrimidin-2-yl]oxy(methyl)-octahydro-1H-cyclopenta[b]pyridine-1-carboxylat ClC1=C(C=2N=C(N=C(C2C=N1)N(C)C)OC1(CCC2C(N1C(=O)O)CCC2)C)F.C(C)(C)(C)C2=CC=CC=C2